1,6-bisacrylhexane C(=O)(C=C)CCCCCCC(=O)C=C